ClC=1C(=C(C(=C(C1)C(C#N)C)OCC)C=1C=NC=C(C1)C(F)(F)F)C 2-(5-chloro-2-ethoxy-4-methyl-3-(5-(trifluoromethyl)pyridin-3-yl)phenyl)propanenitrile